4,4-dihydroxy-8-({1-[(1H-imidazol-4-yl)(methylamino)acetyl]azetidin-3-yl}oxy)-5-oxa-4-boranuidabicyclo[4.4.0]deca-1(6),7,9-triene-7-carboxylic acid O[B-]1(CCC=2C=CC(=C(C2O1)C(=O)O)OC1CN(C1)C(C(NC)C=1N=CNC1)=O)O